8-chloro-1-(4,4-difluoro-1-methylpyrrolidin-3-yl)-2-[(5-methyl-2H-tetrazol-2-yl)methyl]-1H-imidazo[4,5-c]quinoline ClC1=CC=2C3=C(C=NC2C=C1)N=C(N3C3CN(CC3(F)F)C)CN3N=C(N=N3)C